C(C)C(CC(CC)C)CCCC 5-ethyl-3-methylnonane